(R)-tert-butyl 3-(4-((3-chloro-2-fluorophenyl)amino)-7-methoxyquinazolin-6-yl)piperidine-1-carboxylate ClC=1C(=C(C=CC1)NC1=NC=NC2=CC(=C(C=C12)[C@@H]1CN(CCC1)C(=O)OC(C)(C)C)OC)F